[I-].C(C1=CC=CC=C1)(=O)OC1=C(C=CC=C1)CC(=O)OC([N+]1(CCC=C(C1)C1=NSN=C1OCCCCCC)C)C1=CC=CC=C1 1-((2-(2-(Benzoyloxy)phenyl)acetoxy)(phenyl)methyl)-5-(4-(hexyloxy)-1,2,5-thiadiazol-3-yl)-1-methyl-1,2,3,6-tetrahydropyridin-1-ium iodide